rac-(1r,2s)-1-(2-methoxy-5-methylphenyl)-2-[2-methoxy-6-(propan-2-yl)pyridin-3-yl]-N-(2-methylquinoline-5-sulfonyl)cyclopropane-1-carboxamide COC1=C(C=C(C=C1)C)[C@@]1([C@@H](C1)C=1C(=NC(=CC1)C(C)C)OC)C(=O)NS(=O)(=O)C=1C=2C=CC(=NC2C=CC1)C |r|